F[C@H]1CN(CC[C@H]1NC1=CC=CC=2N1N=C(C2C(=C)C)C#CCNC2=C(C=C(C=C2)S(=O)(=O)C)OC)C N-((3S,4R)-3-fluoro-1-methylpiperidin-4-yl)-2-(3-((2-methoxy-4-(methylsulfonyl)phenyl)amino)prop-1-yn-1-yl)-3-(prop-1-en-2-yl)pyrazolo[1,5-a]pyridin-7-amine